4-[[(2-amino-3,5-dibromophenyl)methylene]amino]cyclohexanol NC1=C(C=C(C=C1Br)Br)C=NC1CCC(CC1)O